COC(C1=C(C(=NC(=C1)Cl)Cl)N)=O 3-amino-2,6-dichloroisonicotinic acid methyl ester